5-Bromo-N-[2-[tert-butyl(dimethyl)silyl]oxyethyl]-N-[(3R)-1-methyl-3-piperidyl]-oxazolo[4,5-b]pyridin-2-amine BrC1=CC=C2C(=N1)N=C(O2)N([C@H]2CN(CCC2)C)CCO[Si](C)(C)C(C)(C)C